COC=1C=C(C=CC1OC)C=1NC2=CC=C(C=C2C1CC(F)(F)F)C1CCN(CC1)C(C[C@H](C)O)=O (S)-1-(4-(2-(3,4-dimethoxyphenyl)-3-(2,2,2-trifluoroethyl)-1H-indol-5-yl)piperidin-1-yl)-3-hydroxybutan-1-one